(2-amino-2-(hydroxyimino)ethyl)phosphonic acid diisooctyl ester C(CCCCC(C)C)OP(OCCCCCC(C)C)(=O)CC(=NO)N